C12(CC1)NC(C=1C=C3C(=CC12)OCO3)=O spiro[[1,3]dioxolo[4,5-f]isoindole-7,1'-cyclopropane]-5-one